4-((5-(trifluoromethyl)-1,2,4-oxadiazol-3-yl)methyl)benzamide FC(C1=NC(=NO1)CC1=CC=C(C(=O)N)C=C1)(F)F